4-(2-((3ar,4r,6ar)-4-methyl-octahydropyrrolo[3,4-b]pyrrole-1-carbonyl)oxazol-5-yl)pyridine C[C@H]1NC[C@@H]2N(CC[C@@H]21)C(=O)C=2OC(=CN2)C2=CC=NC=C2